5-bromo-3-methoxy-1-propylpyrazin-2(1H)-one BrC=1N=C(C(N(C1)CCC)=O)OC